[N+](=O)([O-])C=1C=C(C=CC1)\C=C/CCC (Z)-1-(m-Nitrophenyl)-1-pentene